BrC1=CC=C2C(=NC(=NC2=C1F)OC[C@H]1[C@H](CC1)N(C)C)N1CC2CCC(C1)N2C(=O)OC(C)(C)C tert-butyl 3-[7-bromo-2-[[cis-2-(dimethylamino)cyclobutyl]methoxy]-8-fluoro-quinazolin-4-yl]-3,8-diazabicyclo[3.2.1]octane-8-carboxylate